(R)-2-Methyl-N4-(1-methyl-3-pivalamido-1H-pyrazol-5-yl)-N1-((S)-11-oxo-2,3,10,11-tetrahydro-1H,5H-benzo[d]pyrazolo[1,2-a][1,2]diazepin-10-yl)succinamid C[C@@H](C(=O)N[C@H]1C2=C(CN3N(C1=O)CCC3)C=CC=C2)CC(=O)NC2=CC(=NN2C)NC(C(C)(C)C)=O